2-amino-N-(1-(8-((1-methyl-1H-pyrazol-4-yl)ethynyl)-1-thioxo-2-phenyl-1,2-dihydroisoquinolin-3-yl)ethyl)pyrazolo[1,5-a]pyrimidine-3-carboxamide NC1=NN2C(N=CC=C2)=C1C(=O)NC(C)C=1N(C(C2=C(C=CC=C2C1)C#CC=1C=NN(C1)C)=S)C1=CC=CC=C1